CC1(CC(CC(C1)(C)C)(C)C)N 1,3,3,5,5-pentamethylcyclohexan-1-amine